ethyl (2E)-2-[3-[1-(4-fluoro-3-methyl-phenyl)-2-isopropyl-4-methoxy-indol-3-yl]cyclohexylidene]acetate FC1=C(C=C(C=C1)N1C(=C(C2=C(C=CC=C12)OC)C1C\C(\CCC1)=C\C(=O)OCC)C(C)C)C